2-[[4-[[[4-(Aminosulfonyl)phenyl]methyl]amino]-5-methyl-6-(4-tertbutyl-oxycarbonyl-1-piperazinyl)-2-pyrimidinyl]amino]-4-methyl-5-thiazolecarboxylic acid, ethyl ester NS(=O)(=O)C1=CC=C(C=C1)CNC1=NC(=NC(=C1C)N1CCN(CC1)C(=O)OC(C)(C)C)NC=1SC(=C(N1)C)C(=O)OCC